N-phenyl-2-[[4-(4-pyridinyl)piperazin-1-yl]methyl]-1H-indole-5-carboxamide C1(=CC=CC=C1)NC(=O)C=1C=C2C=C(NC2=CC1)CN1CCN(CC1)C1=CC=NC=C1